N-(4-(5-(2-(4,4-difluoropyridin-1-yl)-3-fluoro-6-methylpyridin-4-yl)-1,3,4-oxadiazole-2-yl)-3-(6-azaspiro[2.5]octane-6-yl)phenyl)-2-hydroxyethane-1-sulfonamide FC1(C=CN(C=C1)C1=NC(=CC(=C1F)C1=NN=C(O1)C1=C(C=C(C=C1)NS(=O)(=O)CCO)N1CCC2(CC2)CC1)C)F